FC(N1CN=CC=C1)(F)F (S)-1-(trifluoromethyl)pyrimidine